[Si](C1=CC=CC=C1)(C1=CC=CC=C1)(C(C)(C)C)OCC(CC1=C(N(C2=CC=C(C=C12)B(O)O)CC(F)(F)F)C=1C(=NC=CC1)[C@H](C)OC)(C)C (S)-(3-(3-((tert-butyldiphenylsilyl)oxy)-2,2-dimethylpropyl)-2-(2-(1-methoxyethyl)pyridin-3-yl)-1-(2,2,2-trifluoroethyl)-1H-indol-5-yl)boronic acid